CS(=O)(=O)N1CCN(CC1)C1=NC=CC=C1C1C=2N(C3=CC=CC=C3N1)C=CC2 4-(2-(4-(Methylsulfonyl)piperazin-1-yl)pyridin-3-yl)-4,5-dihydropyrrolo[1,2-a]quinoxaline